[Se](=O)=O selenium(IV) dioxide